2-(4-fluorophenyl)-propane-1,2,3-tricarboxylic acid FC1=CC=C(C=C1)C(CC(=O)O)(CC(=O)O)C(=O)O